C(N1[C@H]2C=3N([C@@H](C4=C(C1=O)C=CC=C4C#CC)C2)C2=C(N3)C=CC(=C2)C#CCNC(OC(C)(C)C)=O)([2H])([2H])[2H] tert-butyl (3-((7R,14R)-6-(methyl-d3)-5-oxo-1-(prop-1-yn-1-yl)-5,6,7,14-tetrahydro-7,14-methanobenzo[f]benzo[4,5]imidazo[1,2-a][1,4]diazocin-11-yl)prop-2-yn-1-yl)carbamate